ethoxy-2-[3-(2-phenylpropan-2-yl)-1,2,4-oxadiazol-5-yl]pyrimidin-4-ol C(C)OC=1C(=NC(=NC1)C1=NC(=NO1)C(C)(C)C1=CC=CC=C1)O